ClC=1C=C(N)C=C(C1)OCCOCCOCCOCCOCCOCCOCCOCCOCCOCCOCC(OC)OC 3-chloro-5-[2-[2-[2-[2-[2-[2-[2-[2-[2-[2-(2,2-dimethoxyethoxy)ethoxy]ethoxy]ethoxy]ethoxy]ethoxy]ethoxy]ethoxy]ethoxy]ethoxy]ethoxy]aniline